(R)-6-chloro-3-((1-(3,6-dimethyl-2-(4-(2-methylpyrimidin-4-yl)piperidin-1-yl)-4-oxo-3,4-dihydroquinazolin-8-yl)ethyl)amino)-N-(methylsulfonyl)picolinamide ClC1=CC=C(C(=N1)C(=O)NS(=O)(=O)C)N[C@H](C)C=1C=C(C=C2C(N(C(=NC12)N1CCC(CC1)C1=NC(=NC=C1)C)C)=O)C